3-(1-methyl-7-(4-(piperazin-1-yl)piperidin-1-yl)-1H-indazol-3-yl)piperidine-2,6-dione CN1N=C(C2=CC=CC(=C12)N1CCC(CC1)N1CCNCC1)C1C(NC(CC1)=O)=O